ClC1=C(C=C(C=C1)C1C(=C(NC=2N1N=C(C2)CO)C)C(=O)NC=2C=C1C=CN=CC1=CC2)F 7-(4-chloro-3-fluorophenyl)-2-(hydroxymethyl)-N-(isoquinolin-6-yl)-5-methyl-4,7-dihydropyrazolo[1,5-a]pyrimidine-6-carboxamide